C(C1=CC=CC=C1)OC=1C(=C(NC2CCC(CC2)(F)F)C=CC1F)Br 3-benzyloxy-2-bromo-N-(4,4-difluorocyclohexyl)-4-fluoro-aniline